dibutyltin bis(octyl thioglycolate) C(CCCCCCC)C(C(=O)[O-])S.C(CCCCCCC)C(C(=O)[O-])S.C(CCC)[Sn+2]CCCC